O=C(CNC(\C=C\C1=CC=C(C=C1)C(F)(F)F)=O)N1CC(NC(C1)C1=CC=CC=C1)=O racemic-(E)-N-[2-oxo-2-(3-oxo-5-phenylpiperazin-1-yl)ethyl]-3-[4-(trifluoromethyl)phenyl]prop-2-enamide